CN(C(CCOCCCC)=O)C N,N-dimethyl-3-butoxypropanamide